(Z)-acetic acid 3,7-dimethylnonane-1,6-dien-3-yl ester CC(C=C)(CCC=C(CC)C)OC(C)=O